FC1=C(C=C(C=C1)F)C(CC#CC#CC1=C2C(=NC=C1C(=O)N)N(N=C2)CC2=CC=C(C=C2)OC)C=2C(N(C=CC2)C)=O 4-(6-(2,5-difluorophenyl)-6-(1-methyl-2-oxo-1,2-dihydropyridin-3-yl)hexa-1,3-diyne-1-yl)-1-(4-methoxybenzyl)-1H-pyrazolo[3,4-b]pyridine-5-carboxamide